5-amino-1-(1-cyanopiperidin-3-yl)-3-(4-((4-methylpiperazin-1-yl)methyl)phenyl)-1H-pyrazole-4-carboxamide NC1=C(C(=NN1C1CN(CCC1)C#N)C1=CC=C(C=C1)CN1CCN(CC1)C)C(=O)N